(4-(bis(4H-benzo[d][1,3]dioxin-6-yl)methyl)piperazin-1-yl)(5-fluoro-1H-benzo[d][1,2,3]triazol-1-yl)methanone benzo[d][1,2,3]triazole-5-carboxylate N1=NN=C2C1=CC=C(C2)C(=O)O.O2COCC1=C2C=CC(=C1)C(N1CCN(CC1)C(=O)N1N=NC2=C1C=CC(=C2)F)C2=CC1=C(OCOC1)C=C2